Prop-2-yn-1-yl 4-amino-3-chloro-5-fluoro-6-(7-fluoro-1H-indol-6-yl)pyridin-2-carboxylat NC1=C(C(=NC(=C1F)C1=CC=C2C=CNC2=C1F)C(=O)OCC#C)Cl